FC1=C(C=CC(=C1)[N+](=O)[O-])C=1C=NN(C1)C1CCN(CC1)C(=O)OC(C)(C)C tert-Butyl 4-(4-(2-fluoro-4-nitrophenyl)-1H-pyrazol-1-yl)piperidine-1-carboxylate